NC(=O)N(C(OCC(CC1=CC=CC=C1)N)=O)CC1=CC=CC=C1 2-amino-3-phenylpropyl (aminocarbonyl)benzylcarbamate